6-(1-(1-cyclopropylethyl)-4-(4-fluoro-phenyl)-1H-imidazol-5-yl)imidazo[1,2-a]pyridine-3-carboxamide C1(CC1)C(C)N1C=NC(=C1C=1C=CC=2N(C1)C(=CN2)C(=O)N)C2=CC=C(C=C2)F